CCCCC=CCCCCCCCCCCCCCC 5-eicosen